spiro[cyclopropane-1,4'-isoquinoline] C1=NCC2(C3=CC=CC=C13)CC2